3-(4-Butylphenyl)-1-[4-(11-hydroxyundecoxy)phenyl]prop-2-en-1-one C(CCC)C1=CC=C(C=C1)C=CC(=O)C1=CC=C(C=C1)OCCCCCCCCCCCO